trinaphthalene phosphite P(O)(O)O.C1=CC=CC2=CC=CC=C12.C1=CC=CC2=CC=CC=C12.C1=CC=CC2=CC=CC=C12